C(=O)(O)C1=NC(=CC=2C3=CC=CC=C3NC12)C(N)=O carboxy-3-carbamoyl-β-carboline